C(C)(C)NCCN N'-isopropylethylenediamine